CC1=C(C=CC(=C1)OC(F)(F)F)S(=O)(=O)Cl 2-methyl-4-(trifluoromethoxy)benzenesulfonyl chloride